COC(C1=CC(=CC(=C1)CBr)CN1C2=NC(=NC(=C2N=C1Br)N)F)=O 3-((6-amino-8-bromo-2-fluoro-9H-purin-9-yl)methyl)-5-(bromomethyl)benzoic acid methyl ester